2-amino-3-(4-(2-(6-methyl-1,2,4,5-tetrazin-3-yl)ethyl)phenyl)propionic acid NC(C(=O)O)CC1=CC=C(C=C1)CCC=1N=NC(=NN1)C